2-(3-(1-(3',4'-difluoro-[1,1'-biphenyl]-3-carbonyl)piperidin-3-yl)phenoxy)-1-(4-hydroxypiperidin-1-yl)-2-methylpropan-1-one FC=1C=C(C=CC1F)C1=CC(=CC=C1)C(=O)N1CC(CCC1)C=1C=C(OC(C(=O)N2CCC(CC2)O)(C)C)C=CC1